ClC=1C=CC=C2C=CC=C(C12)N1CC=2N=C(N=C(C2CC1)N1C[C@@H](N(CC1)C(C#CCO)=O)CC#N)OC[C@H]1N(CCC1)C 2-[(2S)-4-[7-(8-chloro-1-naphthyl)-2-[[(2S)-1-methylpyrrolidin-2-yl]methoxy]-6,8-dihydro-5H-pyrido[3,4-d]pyrimidin-4-yl]-1-(4-hydroxybut-2-ynoyl)piperazin-2-yl]acetonitrile